(S)-N-(1-(3-(cyclopropylmethoxy)-4-fluorophenyl)ethyl)-5-(2,4-dioxo-3,4-dihydropyrimidin-1(2H)-yl)pentane-1-sulfonamide C1(CC1)COC=1C=C(C=CC1F)[C@H](C)NS(=O)(=O)CCCCCN1C(NC(C=C1)=O)=O